The molecule is a hydrochloride salt that is obtained by reaction of buclizine with 2 equivalents of hydrogen chloride. It has a role as a central nervous system depressant, a local anaesthetic, a histamine antagonist, a cholinergic antagonist and an antiemetic. It contains a buclizine(2+). CC(C)(C)C1=CC=C(C=C1)CN2CCN(CC2)C(C3=CC=CC=C3)C4=CC=C(C=C4)Cl.Cl.Cl